7-cyano-2-(3'-(7-((3-hydroxypyrrolidin-1-yl)methyl)pyrido[3,2-d]pyrimidin-4-ylamino)-2,2'-dimethylbiphenyl-3-yl)benzo[d]oxazol C(#N)C1=CC=CC=2N=C(OC21)C=2C(=C(C=CC2)C2=C(C(=CC=C2)NC=2C1=C(N=CN2)C=C(C=N1)CN1CC(CC1)O)C)C